CN1[C@H](CNC(C1)=O)C1=CC=C(C=C1)NC(OCC1=CC=C(C=C1)C(F)F)=O 4-(difluoromethyl)benzyl (S)-(4-(1-methyl-5-oxopiperazin-2-yl)phenyl)carbamate